CC1(OC2=CC=CC=C2C(C1)N)C 2,2-dimethylchroman-4-amine